BrC1=CC(=C(C(=O)OC)C=C1)S(N[Si](C)(C)C(C)(C)C)(=O)=O Methyl 4-bromo-2-(N-(tert-butyldimethylsilyl)sulfamoyl)benzoate